CC=1C=C(C=CC1C)C1=NC(=NN1)C(=O)NC1CS(C=C1)(=O)=O 5-(3,4-dimethylphenyl)-N-(1,1-dioxido-2,3-dihydrothiophen-3-yl)-1H-1,2,4-triazole-3-carboxamide